N1=NC(=CC=C1)C1=CNC2=NC=CC(=C21)N2CC1(CCCCN1)CCC2 8-(3-pyridazin-3-yl-1H-pyrrolo[2,3-b]pyridin-4-yl)-1,8-diazaspiro[5.5]undecane